2-(6-((4-Methoxybenzyl)oxy)quinolin-3-yl)ethanol COC1=CC=C(COC=2C=C3C=C(C=NC3=CC2)CCO)C=C1